NC1=C(C=CC=C1)C1=NC2=CC(=CC=C2C(=N1)NC1=NNC(=C1)C)N1CCOCC1 2-(2-aminophenyl)-N-(5-methyl-1H-pyrazol-3-yl)-7-morpholinoquinazolin-4-amine